[2-hydroxy-1,1-bis(hydroxymethyl)ethyl]ammonium OCC(CO)(CO)[NH3+]